4-[[6-[rac-(2R)-2-(2,4-Difluorophenyl)-1,1-difluoro-2-hydroxy-3-(5-thioxo-4H-1,2,4-triazol-1-yl)propyl]-3-pyridyl]oxy]-benzonitril FC1=C(C=CC(=C1)F)[C@](C(F)(F)C1=CC=C(C=N1)OC1=CC=C(C#N)C=C1)(CN1N=CNC1=S)O |r|